NCC(C)(C)NC(OCCCC)=O butyl (1-amino-2-methylpropan-2-yl)carbamate